C(C)C=1C2=C(SC1C#CC)C(=CC=C2)N[C@H]2[C@H](CN(CC2)C)F 3-(3-ethyl-7-(((3S,4R)-3-fluoro-1-methylpiperidin-4-yl)amino)benzo[b]thiophen-2-yl)prop-2-yn